CSC=1N=CC=2C(NCCCC2N1)=O 2-methylthio-5-oxo-5,7,8,9-tetrahydro-6H-pyrimido[5,4-c]azepine